C(C)N1N=C(C(=CC1=O)C1=CC=CC=C1)C1=CC=CC=C1 2-ethyl-5,6-diphenyl-3(2H)-pyridazinone